methyl 6-(5-(benzyloxy)-1-(4-fluoro-3-methylphenyl)-2-isopropyl-1H-indol-3-yl)spiro[3.3]heptane-2-carboxylate C(C1=CC=CC=C1)OC=1C=C2C(=C(N(C2=CC1)C1=CC(=C(C=C1)F)C)C(C)C)C1CC2(CC(C2)C(=O)OC)C1